ClC1=CC=C2C(=N1)N(C=C2C=2C(=NC=CC2)OCC2CC2)COCC[Si](C)(C)C 6-chloro-3-(2-(cyclopropylmethoxy)pyridin-3-yl)-1-((2-(trimethylsilyl)ethoxy)methyl)-1H-pyrrolo[2,3-b]pyridine